tert-butyl N-[(1S)-1-[(1R,2S,5S)-2-[(2-amino-2-oxo-1-phthalazin-1-yl-ethyl)carbamoyl]-6,6-dimethyl-3-azabicyclo[3.1.0]hexane-3-carbonyl]-2-methyl-propyl]carbamate NC(C(C1=NN=CC2=CC=CC=C12)NC(=O)[C@@H]1[C@H]2C([C@H]2CN1C(=O)[C@H](C(C)C)NC(OC(C)(C)C)=O)(C)C)=O